3-Chloro-N-(3-methyl-1,1-dioxidothietan-3-yl)-5-((3-(2,2,2-trifluoroethoxy)pyridin-2-yl)oxy)pyrazolo[1,5-a]pyridine-2-carboxamide ClC=1C(=NN2C1C=C(C=C2)OC2=NC=CC=C2OCC(F)(F)F)C(=O)NC2(CS(C2)(=O)=O)C